5-[1-cyclopropyl-5-(difluoromethyl)-1H-1,2,4-triazol-3-yl]-6-methyl-N-[(3S)-pyrrolidin-3-yl]pyridin-2-amine, dihydrochloride Cl.Cl.C1(CC1)N1N=C(N=C1C(F)F)C=1C=CC(=NC1C)N[C@@H]1CNCC1